3-(1-((4-Ethoxy-3-(5-methyl-4-oxo-7-propyl-3,4-dihydroimidazo[5,1-f][1,2,4]triazin-2-yl) phenyl) sulfonyl) piperidin-4-yl)-3-hydroxypentane-1,5-diyl dinitrate [N+](=O)(OCCC(CCO[N+](=O)[O-])(O)C1CCN(CC1)S(=O)(=O)C1=CC(=C(C=C1)OCC)C1=NN2C(C(N1)=O)=C(N=C2CCC)C)[O-]